4-(4-(5-(((1S,2S,3R,5R)-2-fluoro-8-azabicyclo[3.2.1]octan-3-yl)(methyl)amino)pyrazin-2-yl)-3-hydroxyphenyl)pyridin-2(1H)-one F[C@H]1[C@@H]2CC[C@H](C[C@H]1N(C=1N=CC(=NC1)C1=C(C=C(C=C1)C1=CC(NC=C1)=O)O)C)N2